dihydro-1,6-naphthyridine-3-carboxylate N1CC(=CC2=CN=CC=C12)C(=O)[O-]